ClC=1C=C(C=CC1)NC(=O)C=1C(=CC=2N(C1)C=C(N2)C2CCOCC2)OC N-(3-chlorophenyl)-7-methoxy-2-(tetrahydro-2H-pyran-4-yl)imidazo[1,2-a]pyridine-6-carboxamide